COC1=CC=C(C=C1)C(OCC1(CCN(CC1)C(CCCCCNS(=O)(=O)C1=CC=C(C=C1)\N=N\C1=CC=C(C=C1)N(C)C)=O)COC(CCC(=O)[O-])=O)(C1=CC=CC=C1)C1=CC=C(C=C1)OC.C(C)[NH+](CC)CC Triethylammonium (E)-4-((4-((bis(4-methoxyphenyl)(phenyl)methoxy)methyl)-1-(6-(4-((4-(dimethylamino)phenyl)diazenyl)phenylsulfonamido)hexanoyl)piperidin-4-yl)methoxy)-4-oxobutanoate